O=C1NC(CCC1NC=1C=CC(=NC1)N1CCC(CC1)C=O)=O 1-(5-((2,6-dioxopiperidin-3-yl)amino)pyridin-2-yl)piperidine-4-carbaldehyde